CC=1C(C=C(C(C1)=O)C)=O 2,5-dimethylbenzoquinone